FC1=CC=C(C=C1)[C@H](C)NC1=NC(=CC(=C1)N1CCN(CCC1)C(C)=O)NC1=NC=CN=C1 (S)-1-(4-{2-[1-(4-fluorophenyl)ethylamino]-6-(pyrazin-2-ylamino)pyridin-4-yl}-1,4-diazepane-1-yl)ethanone